3-(4-(4-(3-(4-(6-((6-Acetyl-8-cyclopentyl-5-methyl-7-oxo-7,8-dihydropyrido[2,3-d]pyrimidin-2-yl)amino)pyridin-3-yl)piperazin-1-yl)cyclohexyl)piperazin-1-yl)phenyl)-piperidine-2,6-dione C(C)(=O)C1=C(C2=C(N=C(N=C2)NC2=CC=C(C=N2)N2CCN(CC2)C2CC(CCC2)N2CCN(CC2)C2=CC=C(C=C2)C2C(NC(CC2)=O)=O)N(C1=O)C1CCCC1)C